C(C)(=O)NC1=CC=C(C=C1)/C=C/C(=O)OCCOCCNC(=O)OC(C)(C)C 2-(2-((tert-butoxycarbonyl)amino)ethoxy)ethyl (E)-3-(4-acetamidophenyl)acrylate